Cl.NCCCCCCCCCC(=O)N[C@H](C(=O)N1[C@@H](C[C@H](C1)O)C(=O)NCC1=CC=C(C=C1)C1=C(N=CS1)C)C(C)(C)C (2S,4R)-1-((S)-2-(10-aminodecanamido)-3,3-dimethylbutanoyl)-4-hydroxy-N-(4-(4-methylthiazol-5-yl)benzyl)pyrrolidine-2-carboxamide hydrochloride